C1(=CC=C(C=C1)N1CCNCC1)C 4-(4-tolyl)piperazine